CN1N=C(C=C1C(=O)N1CCC(CC1)N1N=C(C=CC1=O)N1N=C(C=C1C)C)C 2-[1-(2,5-dimethylpyrazole-3-carbonyl)piperidin-4-yl]-6-(3,5-dimethylpyrazol-1-yl)pyridazin-3-one